2-((6-((((3-fluorocyclobutyl)methyl)amino)methyl)imidazo[1,2-a]pyridin-2-yl)methyl)-5-(2-azaspiro[3.3]heptan-2-yl)-2,7-naphthyridin-1(2H)-one FC1CC(C1)CNCC=1C=CC=2N(C1)C=C(N2)CN2C(C1=CN=CC(=C1C=C2)N2CC1(C2)CCC1)=O